[OH-].C(CCCCCCC)[NH+](C(C1=CC=CC=C1)C1=CC=CC=C1)CCCCCCCC di-n-octylbenzhydryl-ammonium hydroxide